N-(naphthalen-2-yl)-6-nitro-7-(2-(piperidin-1-yl)ethoxy)quinazolin-4-amine C1=C(C=CC2=CC=CC=C12)NC1=NC=NC2=CC(=C(C=C12)[N+](=O)[O-])OCCN1CCCCC1